(R)-3-((5-chloropyridin-2-yl)thio)-4-methylenepyrrolidine-1-carboxylic acid tert-butyl ester C(C)(C)(C)OC(=O)N1C[C@@H](C(C1)=C)SC1=NC=C(C=C1)Cl